2-(3-fluoro-4-chlorobenzyl)-6-(2-((tetrahydro-2H-pyran-4-yl)amino)pyrimidin-4-yl)isoindolin-1-one tert-butyl-1-(Methyl-d3)-3-trityl-3,8-diazabicyclo[3.2.1]octane-8-carboxylate C(C)(C)(C)OC(=O)N1C2(CN(CC1CC2)C(C2=CC=CC=C2)(C2=CC=CC=C2)C2=CC=CC=C2)C([2H])([2H])[2H].FC=2C=C(CN1C(C3=CC(=CC=C3C1)C1=NC(=NC=C1)NC1CCOCC1)=O)C=CC2Cl